tris(prop-2-yl)chlorosilane CC(C)[Si](Cl)(C(C)C)C(C)C